benzyl 4-[5-[(tert-butoxycarbonylamino)methyl]-1-methyl-pyrazole-3-carbonyl]piperazine-1-carboxylate C(C)(C)(C)OC(=O)NCC1=CC(=NN1C)C(=O)N1CCN(CC1)C(=O)OCC1=CC=CC=C1